O(CCN1CCOCC1)CCN1CCOCC1 4,4'-(oxydi-2,1-ethanediyl)bis-morpholine